(2S,5S)-4-(2-cyclobutyl-2-methylpropanoyl)-2,3,4,5-tetrahydro-2,5-methanopyrido[3,4-f][1,4]oxazepine-9-carbonitrile C1(CCC1)C(C(=O)N1C[C@H]2OC3=C([C@@H]1C2)C=NC=C3C#N)(C)C